3-methyl-5-(oxetan-3-yloxy)benzoic acid methyl ester COC(C1=CC(=CC(=C1)OC1COC1)C)=O